(5RS)-2-[(6-Chloropyridin-3-yl)methyl]-5-{[(3S)-3-fluoropyrrolidin-1-yl]carbonyl}-2,5,6,7-tetrahydro-3H-pyrrolo[2,1-c][1,2,4]triazol-3-one ClC1=CC=C(C=N1)CN1N=C2N(C1=O)[C@H](CC2)C(=O)N2C[C@H](CC2)F |&1:14|